ClC=1C(=NC=CC1)N1N=C(C=C1C(Cl)(Cl)Cl)CN1N=C(N=N1)C(F)(F)F 3-chloro-2-(5-(trichloromethyl)-3-((5-(trifluoromethyl)-2H-tetrazol-2-yl)methyl)-1H-pyrazol-1-yl)pyridine